NC1=C2C(=NC=N1)N(N=C2C2=CC=C(C=C2)OC2=CC=CC=C2)C2CCN(CC2)C(=O)N2CC(C2)N2CCN(CC2)C=2C=C1CN(C(C1=CC2)=O)C2C(NC(CC2)=O)=O 3-(5-(4-(1-(4-(4-amino-3-(4-phenoxyphenyl)-1H-pyrazolo[3,4-d]pyrimidin-1-yl)piperidine-1-carbonyl)azetidin-3-yl)piperazin-1-yl)-1-oxoisoindolin-2-yl)piperidine-2,6-dione